(6-(3-(Difluoromethyl)-4-fluorophenyl)-3-methylpyrazin-2-yl)methanamine FC(C=1C=C(C=CC1F)C1=CN=C(C(=N1)CN)C)F